sodium N,N-dipropylglycine C(CC)N(CC(=O)O)CCC.[Na]